perfluoro(N-methylmorpholine) FC1(N(C(C(OC1(F)F)(F)F)(F)F)C(F)(F)F)F